3-{[(3-Oxo-3,4-dihydro-2H-1,4-benzoxazin-7-yl)amino]methyl}-N-(pyridin-3-yl)benzamid O=C1COC2=C(N1)C=CC(=C2)NCC=2C=C(C(=O)NC=1C=NC=CC1)C=CC2